Cl.C[C@@H]1N[C@H](C1)C (2S,4S)-2,4-dimethylazetidine hydrochloride salt